2-(1-hydroxyethyl)pyrimidin-4-ol OC(C)C1=NC=CC(=N1)O